CN1C(CN([C@@H](C1)C)CCOC1=CC=C(C=C1)B1OC(C(O1)(C)C)(C)C)=O (R)-1,5-dimethyl-4-{2-[4-(4,4,5,5-tetramethyl-1,3,2-dioxaborolan-2-yl)phenoxy]ethyl}piperazin-2-one